2-(3-isopropyl-2-(2H-pyrazolo[3,4-b]pyridin-4-yl)-1H-indol-5-yl)-5-(pyrrolidin-1-ylmethyl)-1,3,4-oxadiazole C(C)(C)C1=C(NC2=CC=C(C=C12)C=1OC(=NN1)CN1CCCC1)C=1C=2C(N=CC1)=NNC2